N-(5-hydroxy-pyridin-2-yl)-4'-chloro-biphenyl-4-carboxamide OC=1C=CC(=NC1)NC(=O)C1=CC=C(C=C1)C1=CC=C(C=C1)Cl